FC12CC(C1)(C2)C(=O)NC=2N=CC(=NC2)C=2N=NN(C2NC(O[C@H](C)C=2C(=NC=C(C2)F)Cl)=O)C (R)-1-(2-chloro-5-fluoropyridin-3-yl)ethyl (4-(5-(3-fluorobicyclo[1.1.1]pentane-1-carboxamido)pyrazin-2-yl)-1-methyl-1H-1,2,3-triazol-5-yl)carbamate